C1(CCCC1)N1C(=CC2=C1N=C(N=C2)NC2=CC=C(C=C2)N2CCNCC2)C(=O)N(C)C 7-cyclopentyl-N,N-dimethyl-2-(4-piperazin-1-ylanilino)pyrrolo[2,3-d]pyrimidine-6-carboxamide